ClC1=CC=C(C=C1)C=1C(=NC=NC1CC)N 5-(4-chlorophenyl)-6-ethylpyrimidin-4-amine